N=1N=CN2N=C(C=CC21)N2CCN(CC2)C(C(CC)C2=CC=CC=C2)=O 1-(4-([1,2,4]triazolo[4,3-b]pyridazin-6-yl)piperazin-1-yl)-2-phenylbutan-1-one